ClC=1C(=NN(C1NC(=O)N[C@@H]1CN(C[C@H]1C1=CC(=C(C=C1)F)F)CCOC)C1=CC=CC=C1)C1=CC=NC=C1 1-(4-chloro-1-phenyl-3-(pyridin-4-yl)-1H-pyrazol-5-yl)-3-((3s,4r)-4-(3,4-difluorophenyl)-1-(2-methoxyethyl)pyrrolidin-3-yl)urea